C[Si](C)(C)C1=C2C(=NN(C2=C(C(=C1)C1=C(C=C(C=C1)OCOCC[Si](C)(C)C)CC)F)C1OCCCC1)C=1N(C=C(N1)OCC)C trimethylsilyl-(ethoxy(methyl)-1H-imidazol-2-yl)-6-(2-ethyl-4-((2-(trimethylsilyl)ethoxy)methoxy)phenyl)-7-fluoro-1-(tetrahydro-2H-pyran-2-yl)-1H-indazole